NC(N)[SiH](OCC)OCC di-aminomethyldiethoxysilane